3,4,5-trichloropyridine-2,6-dicarbonitrile ClC=1C(=NC(=C(C1Cl)Cl)C#N)C#N